CS(=O)(=O)NN methansulfonohydrazid